COC(=O)C1(C(C(CC1)CC1=CC=C(C=C1)Cl)(O)CN1N=CN=C1)C 2-((1H-1,2,4-triazol-1-yl)methyl)-3-(4-chlorobenzyl)-2-hydroxy-1-methylcyclopentan-1-carboxylic acid methyl ester